COCCOC(N(C=1SC(=C(N1)C(NC1C(CC1)(C)C)=O)C)C1=CC(=NC(=C1)F)F)=O.ClCC1=CC=C(C=C1)C1=CC=C(C=C1)CCl 4,4'-Dichloromethyl-biphenyl 2-methoxyethyl-N-(2,6-difluoro-4-pyridyl)-N-[4-[(2,2-dimethylcyclobutyl)carbamoyl]-5-methyl-thiazol-2-yl]carbamate